ClC=1C=C(C=CC1N1CCC(CC1)N1CCN(CC1)C)NC1=NC=CC(=N1)C1=CNC2=CC=CC=C12 N-(3-chloro-4-(4-(4-methylpiperazin-1-yl)piperidin-1-yl)phenyl)-4-(1H-indol-3-yl)pyrimidin-2-amine